3-(benzyloxymethyl)-1-[(1R)-1-[(1S)-1-[[bis(4-methoxyphenyl)-phenyl-methoxy]-methyl]-1-(hydroxymethyl)-2-triisopropylsilyloxy-ethoxy]-2-hydroxy-ethyl]pyrimidine-2,4-dione C(C1=CC=CC=C1)OCN1C(N(C=CC1=O)[C@@H](CO)O[C@@](CO[Si](C(C)C)(C(C)C)C(C)C)(CO)COC(C1=CC=CC=C1)(C1=CC=C(C=C1)OC)C1=CC=C(C=C1)OC)=O